N1=CC(=C(C=C1)C)C 3,4-Lutidin